CC1=NNC(=C1)C#N 3-methyl-1H-pyrazole-5-carbonitrile